FC1([C@@]2(C1)CN1CCC1(C2)CO)F ((3S)-2',2'-difluoro-1-azaspiro[bicyclo[3.2.0]heptane-3,1'-cyclopropan]-5-yl)methanol